N-[(3S)-6'-chloro-5-[[(1R,2R)-2-[(1S)-1-hydroxyallyl]cyclobutyl]methyl]-spiro[2,4-dihydro-1,5-benzoxazepine-3,1'-tetralin]-7-yl]sulfonyl-2-methyl-2-(1-methylallyloxy)propanamide ClC=1C=C2CCC[C@@]3(C2=CC1)COC1=C(N(C3)C[C@H]3[C@@H](CC3)[C@H](C=C)O)C=C(C=C1)S(=O)(=O)NC(C(C)(OC(C=C)C)C)=O